1-Heptyl-3-Methylpyridinium fluorid [F-].C(CCCCCC)[N+]1=CC(=CC=C1)C